N-[4-(2-aminoethylcarbamoyl)phenyl]-4-[[(3R,4R)-1-(2-cyanoacetyl)-4-methyl-3-piperidinyl]-methyl-amino]pyrrolo[2,3-d]pyrimidine-7-carboxamide NCCNC(=O)C1=CC=C(C=C1)NC(=O)N1C=CC2=C1N=CN=C2N(C)[C@H]2CN(CC[C@H]2C)C(CC#N)=O